OC(C(N1CC2=C(N=C(NC2=O)C2(CC2)C2=CC=CC=C2)CC1)=O)C=1C=C(C=CC1)C1=CC(=CC=C1)C#N 3'-(1-hydroxy-2-oxo-2-(4-oxo-2-(1-phenylcyclopropyl)-3,5,7,8-tetrahydropyrido[4,3-d]pyrimidin-6(4H)-yl)ethyl)-[1,1'-biphenyl]-3-carbonitrile